4-Methylenediphenyl-2-(bromomethyl)-6-(tert-butyl)phenol C=C1C(C(=C(C(=C1C1=CC=CC=C1)C(C)(C)C)O)CBr)C1=CC=CC=C1